methyl (1r,4R)-4-(3-chloroanilino)-6'-{(2R)-3-[(4-methoxyphenyl)methoxy]-2-methylpropyl}-2'H-spiro[cyclohexane-1,5'-indeno[5,6-d][1,3]dioxole]-4-carboxylate ClC=1C=C(NC2(CCC3(C(=CC4=CC=5OCOC5C=C34)C[C@H](COCC3=CC=C(C=C3)OC)C)CC2)C(=O)OC)C=CC1